CC1NCCCC1C 2,3-dimethylpiperidine